hydroxypregna-4-ene-3,11,20-trione OCC([C@H]1CC[C@H]2[C@@H]3CCC4=CC(CC[C@]4(C)[C@H]3C(C[C@]12C)=O)=O)=O